2,3-dibromopropylphosphate BrC(COP(=O)([O-])[O-])CBr